1-Methyl-3-n-octylimidazolium chlorid [Cl-].CN1C=[N+](C=C1)CCCCCCCC